2-(1-(4-amino-3-(4-(dimethylamino)phenyl)-1H-pyrazolo[3,4-d]pyrimidin-1-yl)ethyl)-3-(3-fluorophenyl)-4H-chromen-4-one NC1=C2C(=NC=N1)N(N=C2C2=CC=C(C=C2)N(C)C)C(C)C=2OC1=CC=CC=C1C(C2C2=CC(=CC=C2)F)=O